Chloropentandiol ClC(CCCC)(O)O